14-tert-Butoxycarbonylamino-16-chloro-12-oxo-8-oxa-11,17,18-triaza-tricyclo[13.3.1.02,7]nonadeca-1(19),2,4,6,15,17-hexaene-5-carboxylic acid methyl ester COC(=O)C1=CC=C2C=3N=NC(=C(C(CC(NCCOC2=C1)=O)NC(=O)OC(C)(C)C)C3)Cl